FC1=C(C(=C(C(=C1F)F)F)F)/N=N/C1=CC=C(N)C=C1 (E)-4-[(perfluorophenyl)diazenyl]Aniline